CC(C(SCCCC(NC=1SC=C(N1)C1=CC=CC=C1)=O)=O)C S-(4-oxo-4-((4-phenylthiazol-2-yl)amino)butyl) 2-methylpropanethioate